FC1=C(C=2C=NC(=NC2C=C1C=1C(=C2C(=NC1)N=CN2)C)NC2=CC=C1CCN(CC1=C2)C)N 6-fluoro-7-(7-methyl-1H-imidazo[4,5-b]pyridin-6-yl)-N~2~-(2-methyl-1,2,3,4-tetrahydroisoquinolin-7-yl)quinazoline-2,5-diamine